ClC1=NC=C(C(=C1)C1=C(C(=O)NS(=O)(=O)CC2=CC=C(C=C2)[C@H](C)OC([2H])([2H])[2H])C=CC(=C1)C([2H])([2H])[2H])OC (S)-2-(2-chloro-5-methoxypyridin-4-yl)-N-((4-(1-(methoxy-d3)ethyl)benzyl)sulfonyl)-4-(methyl-d3)benzamide